C(#N)C(C(=O)O)(C#N)C#N.C(O)C(C)(CO)CO trimethylolethane tricyanoacetate